2-(((trans-4-(Hydroxymethyl)cyclohexyl)thio)methyl)-7-(phenylamino)quinazolin-4(3H)-one OC[C@@H]1CC[C@H](CC1)SCC1=NC2=CC(=CC=C2C(N1)=O)NC1=CC=CC=C1